OC1=C(C=CC(=C1)C)C(\C=C\C1=NC(=C(N=C1C)C)C)=O (E)-1-(2-hydroxy-4-methylphenyl)-3-(3,5,6-trimethylpyrazin-2-yl)-2-propen-1-one